N12N3NNCC3CCC2CCCC12CC2 tetraazaspiro[cyclopropane-1,13'-tricyclo[7.4.0.02,6]tridecane]